CN1C2=C(C3=C1C(NN=C3)=O)C=CN=C2 5-methyl-3H-pyrido[4',3':4,5]pyrrolo[2,3-d]pyridazin-4(5H)-one